FC(C1=CC=C(C=C1)C1=CN=C2C(=N1)C(=NC=C2)C=2SC1=C(C2)C=CC=C1)(F)F 3-(4-trifluoromethyl-phenyl)-5-(2-benzothienyl)pyrido[3,4-b]pyrazine